ClC=1C=C(C(=C(C1)O)C1=CC2=C(N=N1)N(C=C2)CC2N(CCCC2)C)C 5-Chloro-3-methyl-2-{7-[(1-methylpiperidin-2-yl)methyl]-7H-pyrrolo[2,3-c]pyridazin-3-yl}phenol